isopropyl (S)-6-diazo-2-((R)-2-methoxy-2-(oxazol-4-yl)acetamido)-5-oxohexanoate [N+](=[N-])=CC(CC[C@@H](C(=O)OC(C)C)NC([C@@H](C=1N=COC1)OC)=O)=O